ethoxy-1,3-cyclohexadiene C(C)OC1=CC=CCC1